3-(2,2-difluoroethyl)-2-methyl-5-(2-(3,3,3-trifluoropropyl)-7H-pyrrolo[2,3-d]pyrimidin-5-yl)-3H-imidazo[4,5-b]pyridine FC(CN1C(=NC=2C1=NC(=CC2)C2=CNC=1N=C(N=CC12)CCC(F)(F)F)C)F